N=1C=C(N2C1C=NC=C2)CN2CCC1=CC=C(C=C21)C(=O)O 1-(imidazo[1,2-a]pyrazin-3-ylmethyl)indoline-6-carboxylic acid